FC(CN1CC(CC1)CN)(F)F (1-(2,2,2-trifluoroethyl)pyrrolidin-3-yl)methylamine